N(=[N+]=[N-])C1=CC=C(C=C1)CCC1=C2C(C(=O)NC2=O)=CC=C1 2-(4-Azidophenyl)-ethylphthalimide